N1C(=NC=C1)C1=C2CCO[C@@H](C2=CC=C1)CNC(OC(C)(C)C)=O |o1:10| rel-(S)-tert-butyl ((5-(1H-imidazol-2-yl)isochroman-1-yl)methyl)carbamate